2,2,2-trifluoroethyl 2-[isobutyl(1-phenylethyl)amino]-2-oxo-acetate C(C(C)C)N(C(C(=O)OCC(F)(F)F)=O)C(C)C1=CC=CC=C1